COC=1C=C(C=NNC(=O)C2=NC=CC=N2)C=C(C1)OC N'-(3,5-dimethoxybenzylidene)pyrimidine-2-carbohydrazide